C1(CCCCC1)S(=O)(=O)N1CCC(=CC1)B1OC(C(O1)(C)C)(C)C 1-(cyclohexylsulfonyl)-4-(4,4,5,5-tetramethyl-1,3,2-dioxaborolan-2-yl)-1,2,3,6-tetrahydropyridine